quinolylphosphine oxide N1=C(C=CC2=CC=CC=C12)[PH2]=O